4-(6-methoxy-3-(4-methoxybenzyl)-3H-benzo[d]imidazol-5-yl)morpholine COC=1C(=CC2=C(N=CN2CC2=CC=C(C=C2)OC)C1)N1CCOCC1